methyl 6-iodo-2,2-dimethyl-hexanoate ICCCCC(C(=O)OC)(C)C